1,1-dimethylhydrazine CN(N)C